4-[(3-dimethylaminopropyl)dimethoxysilyl]styrene CN(CCC[Si](C1=CC=C(C=C)C=C1)(OC)OC)C